2-[[4-[2-(4-methyl-[1,4]diazepan-1-yl)-2-oxo-ethyl]-6-(4-sulfamoyl-benzylamino)-2-pyrimidinyl]amino]-4-methyl-5-thiazolecarboxylic acid ethyl ester C(C)OC(=O)C1=C(N=C(S1)NC1=NC(=CC(=N1)CC(=O)N1CCN(CCC1)C)NCC1=CC=C(C=C1)S(N)(=O)=O)C